NC=1C(=CC(=C(C(=O)OC)C1)Br)F Methyl 5-amino-2-bromo-4-fluorobenzoate